(S)-5-(1,2-Dihydroxypropan-2-yl)-N'-((3,3-dimethyl-1,2,3,5,6,7-hexahydrodicyclopenta[b,e]pyridin-8-yl)carbamoyl)-3-fluorothiophene-2-sulfonimidamide OCC(C)(O)C1=CC(=C(S1)[S@](=O)(N)=NC(NC1=C2C(=NC3=C1CCC3)C(CC2)(C)C)=O)F